C(C1=CC=CC=C1)OCCCCN1N=NC2=C1C=CC(=C2C)Br 1-[4-(benzyloxy)butyl]-5-bromo-4-methyl-1H-benzotriazole